C1(CCCCC1)CC(=O)O[C@@H]1[C@H](O[C@@]([C@@H]1O)(C#N)C1=CC=C2C(=NC=NN21)NC(CCC)=O)CO (2R,3S,4R,5R)-5-(4-butyramidopyrrolo[2,1-f][1,2,4]triazin-7-yl)-5-cyano-4-hydroxy-2-(hydroxymethyl)tetrahydrofuran-3-yl 2-cyclohexylacetate